3-(5-((R)-3-(4-cyclopropylphenyl)-4-methyl-2-oxoimidazolidin-1-yl)-1-oxoisoindolin-2-yl)piperidine-2,6-dione C1(CC1)C1=CC=C(C=C1)N1C(N(C[C@H]1C)C=1C=C2CN(C(C2=CC1)=O)C1C(NC(CC1)=O)=O)=O